FC(OC1=NC(=CC=C1NC(=O)C1(CC(C1)NCCC(=O)OC)C1=C(C=CC=C1)C(C)C)C)F methyl 3-((3-((2-(difluoromethoxy)-6-methylpyridin-3-yl)carbamoyl)-3-(2-isopropylphenyl)cyclobutyl)amino)propanoate